cis-1,2-Cyclohexanedicarboxylic anhydride [C@@H]12[C@@H](CCCC1)C(=O)OC2=O